3-amino-4,4-dihydroxybiphenyl NC1C=C(C=CC1(O)O)C1=CC=CC=C1